N1N=CC2=NC(=CC=C21)C#CC2=C(C=CC=1C(=NOC12)NC1=CC(=CC=C1)C(F)(F)F)C 7-((1H-pyrazolo[4,3-b]pyridin-5-yl)ethynyl)-6-methyl-N-(3-(trifluoromethyl)phenyl)benzo[d]isoxazol-3-amine